(S)-3-fluoropyrrolidine hydrochloride Cl.F[C@@H]1CNCC1